NC=1C(=NC(=C(N1)C=1OC=CN1)C=1C=CC=2N(C1)C(=CN2)C)C(=O)NCC2OCC2(C)C 3-amino-N-((3,3-dimethyloxetan-2-yl)methyl)-6-(3-methylimidazo[1,2-a]pyridin-6-yl)-5-(oxazol-2-yl)pyrazine-2-carboxamide